O=C1CC(CC1)C(=O)OCC1=CC=CC=C1 benzyl 3-oxocyclopentanecarboxylate